FC=1C=C(C=CC1)[C@@H]([C@@H]1N([C@@H](CC1)C[C@@H]1CN(CCC1)S(=O)(=O)C)C(=O)OC(C)(C)C)O tert-butyl (2R,5S)-2-((S)-(3-fluorophenyl)-(hydroxy)methyl)-5-(((R)-1-(methylsulfonyl)piperidin-3-yl)methyl)pyrrolidine-1-carboxylate